3-(4-(((1s,3s)-3-(4H-1,2,4-triazol-3-yl)cyclobutyl)(2-cyclopropylethyl)amino)-1-oxoisoindolin-2-yl)piperidine-2,6-dione N=1N=C(NC1)C1CC(C1)N(C1=C2CN(C(C2=CC=C1)=O)C1C(NC(CC1)=O)=O)CCC1CC1